ClC1=C(C(=CC=C1)Cl)C1=NOC(=C1COC1=CC(=C(C=C1)C=CC1=CC(=CC=C1)C(=O)O)Cl)C(C)C 3-(2,6-dichlorophenyl)-4-(3'-carboxy-2-chlorostilbene-4-yl)oxymethyl-5-isopropylisoxazole